2-((1-methyl-3-(oxetan-3-yloxy)-1H-pyrazol-4-yl)amino)-7H-pyrrolo[2,3-d]pyrimidine-6-carbonitrile CN1N=C(C(=C1)NC=1N=CC2=C(N1)NC(=C2)C#N)OC2COC2